OC1=C(C=C(CC2=C(C=C(C=C2)NC(C)=O)O)C=C1)C(C)C 4-(4-hydroxy-3-isopropyl-benzyl)-N-(3-hydroxyphenyl)acetamide